(3aR,6aR)-1-(6-methoxy-1H-benzo[d]imidazol-2-yl)hexahydropyrrolo[3,4-b]pyrrole-5(1H)-carbonitrile COC=1C=CC2=C(NC(=N2)N2[C@@H]3[C@H](CC2)CN(C3)C#N)C1